N-cyclopropyl-5-((2-methoxy-5-(trifluoromethyl)pyridin-3-yl)amino)-7-(methylamino)pyrazolo[1,5-a]pyrimidine-3-carboxamide C1(CC1)NC(=O)C=1C=NN2C1N=C(C=C2NC)NC=2C(=NC=C(C2)C(F)(F)F)OC